C(C1=CC=CC=C1)OC=1OC2=C(C1CC(=O)O)C=CC=C2 benzyloxybenzofuran-3-acetic acid